methyl-(3-fluoro-2-methoxy-5-(tert-pentyl)phenyl)boronic acid COB(O)C1=C(C(=CC(=C1)C(C)(C)CC)F)OC